2,6-dinitro-4-sec-butylphenol [N+](=O)([O-])C1=C(C(=CC(=C1)C(C)CC)[N+](=O)[O-])O